ClC1=CC=CC2=C1NC(=N2)C(=O)N2[C@@H](C=1C=CC=NC1[C@H](C2)OC)C |r| Racemic-(7-chloro-1H-benzo[d]imidazol-2-yl)((trans)-8-methoxy-5-methyl-7,8-dihydro-1,6-naphthyridin-6(5H)-yl)methanone